C1(=CC=CC=C1)C(C)NO N-(1-phenylethyl)hydroxylamine